N-[3-chloro-4-[4-(4-piperidinylsulfonylamino)piperidine-1-carbonyl]phenyl]-5-(2,3-difluoro-4-methoxy-phenyl)-1-methyl-imidazole-2-carboxamide formate salt C(=O)O.ClC=1C=C(C=CC1C(=O)N1CCC(CC1)NS(=O)(=O)C1CCNCC1)NC(=O)C=1N(C(=CN1)C1=C(C(=C(C=C1)OC)F)F)C